FC1=C(C=CC(=C1)SC)NC=1N(C(C(=C2CCN(C(C12)=O)OCCO)C)=O)C 8-((2-fluoro-4-(methylsulfanyl)phenyl)amino)-2-(2-hydroxyethoxy)-5,7-dimethyl-3,4-dihydro-2,7-naphthyridine-1,6(2H,7H)-dione